Cl.Cl.ClC=1C(=NC=CC1SC=1C=CC=2C(=NC=C(N2)N2[C@H]3CC(C[C@@H]2CC3)N)N1)C (1R,3S,5S)-8-(6-((3-chloro-2-methylpyridin-4-yl)thio)pyrido[2,3-b]pyrazin-2-yl)-8-azabicyclo[3.2.1]octan-3-amine dihydrochloride